(E)-3-Hydroxy-6-(hydroxymethyl)-2-(2-methoxyphenylvinyl)-4H-pyran-4-one OC1=C(OC(=CC1=O)CO)\C=C\C1=C(C=CC=C1)OC